C(#N)C1=C(N=C2N(C1=O)C=C(C=C2[C@@H](C)NC2=C(C(=O)O)C=CC=C2)C)N2[C@@H]1CC([C@H](C2)C1)(F)F 2-(((R)-1-(3-cyano-2-((1S,4S)-5,5-difluoro-2-azabicyclo[2.2.1]heptan-2-yl)-7-methyl-4-oxo-4H-pyrido[1,2-a]pyrimidin-9-yl)ethyl)amino)benzoic acid